FC=1C=C(C=C(C1)F)[C@H](C)NC(=O)C=1C=NC2=C(N=C(C=C2C1N1CC(CC1)(COC)NCC)C)C1CC1 N-[(S)-1-(3,5-difluorophenyl)ethyl]-8-cyclopropyl-4-[3-(ethylamino)-3-(methoxymethyl)-1-pyrrolidinyl]-6-methyl-1,7-diaza-3-naphthamide